COC1(CCC1)CNCC=1NC2=CC(=CC=C2C1)CNC(=O)C=1N=C2N(C(C1)=O)C=CC=C2 N-[[2-[[(1-methoxycyclobutyl)methylamino]methyl]-1H-indol-6-yl]methyl]-4-oxo-pyrido[1,2-a]pyrimidine-2-carboxamide